2-(7-fluoro-5-methoxy-1H-indol-3-yl)ethan-1-amine FC=1C=C(C=C2C(=CNC12)CCN)OC